CC(C1=CC=CC=C1)N=C α-methylbenzylmethylylamine